(+/-)-trans-1,2-cyclohexanedicarboxylic anhydride C1CC[C@@H]2[C@@H](C1)C(=O)OC2=O